(2R,3R,5R)-4-[[3-(4-Fluoro-2-methoxy-3-methyl-phenyl)-5-(trifluoromethyl)tetrahydrofuran-2-carbonyl]amino]pyridin-2-carboxamid FC1=C(C(=C(C=C1)[C@@H]1[C@@H](O[C@H](C1)C(F)(F)F)C(=O)NC1=CC(=NC=C1)C(=O)N)OC)C